4-(6-(3,6-diazabicyclo[3.1.1]heptan-3-yl)pyridin-3-yl)-1H-pyrrole C12CN(CC(N1)C2)C2=CC=C(C=N2)C=2C=CNC2